3-Aminopropyltris-(methoxyethoxyethoxy)silane NCCC[Si](OCCOCCOC)(OCCOCCOC)OCCOCCOC